bis(2,4,6-trimethylbenzyl)phenylphosphine CC1=C(CP(C2=CC=CC=C2)CC2=C(C=C(C=C2C)C)C)C(=CC(=C1)C)C